2-((1S,4S,5R)-5-((5-cyclopropyl-3-(spiro[2.5]oct-6-yl)isoxazol-4-yl)methoxy)-2-azabicyclo[2.2.1]heptane-2-yl)-4-(tetrahydro-2H-pyran-4-yl)benzo[d]thiazole-6-carboxylic acid C1(CC1)C1=C(C(=NO1)C1CCC2(CC2)CC1)CO[C@H]1[C@@H]2CN([C@H](C1)C2)C=2SC1=C(N2)C(=CC(=C1)C(=O)O)C1CCOCC1